C(C)(C)(C)OC(N=C1NC(CC(N1)(CC)CC)=O)=O (4,4-diethyl-6-oxotetrahydropyrimidin-2(1H)-ylidene)carbamic acid tert-butyl ester